ethyl 4-(difluoromethoxy)-2-[3-(3,5-dimethylisoxazol-4-yl)pyrazolo[1,5-a]pyridin-5-yl]thiazole-5-carboxylate FC(OC=1N=C(SC1C(=O)OCC)C1=CC=2N(C=C1)N=CC2C=2C(=NOC2C)C)F